6-benzoyl-2'-O-methoxyethyl-adenosine C(C1=CC=CC=C1)(=O)C1(C2=NCN([C@H]3[C@H](OCCOC)[C@H](O)[C@@H](CO)O3)C2=NC=N1)N